1-(5-chloro-1H-indol-3-yl)-3-(4-(cyclohexylmethyl)phenyl)urea ClC=1C=C2C(=CNC2=CC1)NC(=O)NC1=CC=C(C=C1)CC1CCCCC1